N1=CC(=CC=C1)C1COC2=C(O1)C=CC=C2 2-[pyridin-3-yl]-2,3-dihydro-benzo[1,4]dioxine